2-methyl-propane-sulfonic acid CC(CS(=O)(=O)O)C